5-[[(3R,4R)-1-[7-(ethylamino)-5-fluoro-3-methyl-2-oxo-indolin-3-yl]-4-phenyl-3-piperidyl]amino]pyridine-2-carbonitrile C(C)NC=1C=C(C=C2C(C(NC12)=O)(C)N1C[C@@H]([C@H](CC1)C1=CC=CC=C1)NC=1C=CC(=NC1)C#N)F